dimethyltin dithiolate S1SC(C=C1)C(=O)[O-].C[Sn+2]C.S1SC(C=C1)C(=O)[O-]